5-(1-(1,3-difluoropropan-2-yl)piperidin-4-yl)-2-(2,6-dimethylpyridin-4-yl)-3-isopropyl-1H-indole FCC(CF)N1CCC(CC1)C=1C=C2C(=C(NC2=CC1)C1=CC(=NC(=C1)C)C)C(C)C